2-tert-butylazo-2-cyanopropane C(C)(C)(C)N=NC(C)(C)C#N